(6-nitro-2H-indazol-2-yl)ethanol [N+](=O)([O-])C=1C=CC2=CN(N=C2C1)C(C)O